Geranyl 2-ethylbutyrate C(C)C(C(=O)OC\C=C(/C)\CCC=C(C)C)CC